C1(=CC=CC2=CC=CC=C12)C1=CC=C(C=C1)N 4-(naphthalen-1-yl)-phenyl-amine